4-(7-((1H-imidazol-1-yl)methyl)-5-(1-methyl-3-(trifluoromethyl)-1H-pyrazol-4-yl)-1-oxo-3,4-dihydroiSoquinolin-2(1H)-yl)-6-ethyl-N-methylquinoline-8-carboxamide N1(C=NC=C1)CC1=CC(=C2CCN(C(C2=C1)=O)C1=CC=NC2=C(C=C(C=C12)CC)C(=O)NC)C=1C(=NN(C1)C)C(F)(F)F